trans-(1r,3r)-3-((5-chloro-4-(6-(4-fluorophenyl)pyridin-2-yl)pyrimidin-2-yl)amino)-N-methylcyclobutane-1-carboxamide ClC=1C(=NC(=NC1)N[C@@H]1C[C@H](C1)C(=O)NC)C1=NC(=CC=C1)C1=CC=C(C=C1)F